C(CCCC)C(/C=C/C(=O)OCC)CCCCCCC ethyl (E)-4-pentylundec-2-enoate